FC1=C(C(=O)OC(C)C)C(=CC(=C1)F)F isopropyl 2,4,6-trifluoro-benzoate